(5-(6-((3R,4R)-3,4-dihydroxypyrrolidin-1-yl)-1H-benzo[d]imidazol-2-yl)-1H-pyrrol-3-yl)(2-(trifluoromethyl)phenyl)methanone O[C@@H]1CN(C[C@H]1O)C=1C=CC2=C(NC(=N2)C2=CC(=CN2)C(=O)C2=C(C=CC=C2)C(F)(F)F)C1